BrC(COC1=CC=C(C=C1)OC)C 1-(2-bromopropoxy)-4-methoxybenzene